epoxycyclohexylmethyl epoxycyclohexanecarboxylate C12(C(CCCC1)O2)C(=O)OCC21C(CCCC2)O1